2-Amino-7-butyl-6-chloro-7,9-dihydro-8H-purin-8-one NC1=NC(=C2N(C(NC2=N1)=O)CCCC)Cl